CN1SCCC1=O 2-methylisothiazolin-3-one